7-chloro-1-(phenyl-d5)dibenzo[b,d]furan-2,3,4,6,8,9-d6 ClC1=C(C2=C(C3=C(O2)C(=C(C(=C3C3=C(C(=C(C(=C3[2H])[2H])[2H])[2H])[2H])[2H])[2H])[2H])C(=C1[2H])[2H])[2H]